(S)-2-(3-(3-chlorobenzyl)-3-methylureido)-3-cyclohexylpropanoic acid ClC=1C=C(CN(C(N[C@H](C(=O)O)CC2CCCCC2)=O)C)C=CC1